ClC1=C(C=CC(=C1F)NC=1C2=C(N=CN1)C=CC(=N2)N2[C@@H]1CN[C@H](C2)C1)C1(CCC1)C#N 1-[2-chloro-4-[[6-[(1S,4S)-2,5-diazabicyclo[2.2.1]heptan-2-yl]pyrido[3,2-d]pyrimidin-4-yl]amino]-3-fluoro-phenyl]cyclobutanecarbonitrile